CC(CCCCCCCCCCCC)=O n-tetradecanone